CCCCC(=O)O[C@H](CC(=O)O)C[N+](C)(C)C valeryl-L-carnitine